FC1=C(C=CC(=C1)C1=C2C(=NC=C1)NC(=N2)C=2C=NN(C2)C)CN (2-fluoro-4-(2-(1-methyl-1H-pyrazol-4-yl)-3H-imidazo[4,5-b]pyridin-7-yl)phenyl)methanamine